[Si](C)(C)(C(C)(C)C)OCCN1C(C=2N(C=3C(=C(C=C(C3C2)NC(OC(C)(C)C)=O)Cl)Cl)CC1)=O tert-Butyl N-[2-[2-[tert-butyl(dimethyl)silyl]oxyethyl]-6,7-dichloro-1-oxo-3,4-dihydropyrazino[1,2-a]indol-9-yl]carbamate